BrC=1C=C(C=2N(C1)C=CN2)C(=O)OC methyl 6-bromoimidazo[1,2-a]pyridine-8-carboxylate